C[C@H]1N2CCCCOC3CCCCC3C3CCC(OCC2C2(C1)NCCOC2)CC3 (1s,14'R,20's)-14'-methyl-8',19'-dioxa-13'-azaspiro[morpholine-3,16'-tetracyclo[18.2.2.02,7.013,17]tetracosane]